2-(4-(aminomethyl)phenyl)ethan-1-ol NCC1=CC=C(C=C1)CCO